FC(C=1C(=C(C=CC1)[C@@H](C)NC1=NN(C(C=2C1=CN(C(C2)=O)[C@@H]2[C@H](C2)C=2C=NC=C(C2)F)=O)C)F)F 4-[[(1R)-1-[3-(difluoromethyl)-2-fluoro-phenyl]ethyl]amino]-6-[(1S,2R)-2-(5-fluoro-3-pyridyl)cyclopropyl]-2-methyl-pyrido[3,4-d]pyridazine-1,7-dione